C1OCC12COC(=NC2)NC2=CC(=C(OC1=C3C(=NC=C1)NC=C3C3=CC=C(C=C3)C(=O)N3CC(C3)(C)O)C(=C2)F)F (4-(4-(4-((2,6-Dioxa-8-azaspiro[3.5]non-7-en-7-yl)amino)-2,6-difluorophenoxy)-1H-pyrrolo[2,3-b]pyridin-3-yl)phenyl)(3-hydroxy-3-methylazetidin-1-yl)methanone